COC1=C(C(=CC(=C1)C(F)(F)F)C)C=1NNC2=C(N1)C=CC=N2 3-(2-methoxy-6-methyl-4-(trifluoromethyl)phenyl)-1,2-dihydropyrido[3,2-e][1,2,4]triazine